Methyl 4-formyl-2H-pyrazole-3-carboxylate C(=O)C1=C(NN=C1)C(=O)OC